ClC=1C(=C(C=C(C1)CC1CC1)[C@H](C(=O)O)N1C[C@@H](CC1)OCCCCCC1=NC=2NCCCC2C=C1)OC (R)-2-(3-chloro-5-(cyclopropylmethyl)-2-methoxyphenyl)-2-((R)-3-((5-(5,6,7,8-tetrahydro-1,8-naphthyridin-2-yl)pentyl)oxy)pyrrolidin-1-yl)acetic acid